C(C1=CC=CC=C1)P(OCC)(OC1=C(C(=CC(=C1)C(C)(CCCCCC)C)OP(OCC)(=O)CC1=CC=CC=C1)C1CCCC(=C1)C)=O diethyl (5'-methyl-4-(2-methyloctan-2-yl)-1',2',3',4'-tetrahydro-[1,1'-biphenyl]-2,6-diyl) bis(benzylphosphonate)